1,1,1-tri(p-hydroxyphenyl)ethane OC1=CC=C(C=C1)C(C)(C1=CC=C(C=C1)O)C1=CC=C(C=C1)O